5-ethoxy-N-(6-(1-(4-fluoro-3-methyltetrahydrofuran-3-yl)piperidin-4-yl)-7-methylisoquinolin-3-yl)spiro[2.3]hexane-1-carboxamide C(C)OC1CC2(CC2C(=O)NC=2N=CC3=CC(=C(C=C3C2)C2CCN(CC2)C2(COCC2F)C)C)C1